NC1=NC=2C=C(C=CC2C=2C1=CN(N2)CC(=O)O)C2=CC=NN2 2-(4-amino-7-(1H-pyrazol-5-yl)-2H-pyrazolo[4,3-c]quinolin-2-yl)acetic acid